2-(3,4-epoxycyclohexyl)-1,3-dioxolane C1(CC2C(CC1)O2)C2OCCO2